(3-Isopropyl-1H-pyrazol-5-yl)((3S,5R)-3-methyl-5-(((2-(trifluoromethyl)pyridin-3-yl)oxy)methyl)piperidin-1-yl)methanone C(C)(C)C1=NNC(=C1)C(=O)N1C[C@H](C[C@H](C1)COC=1C(=NC=CC1)C(F)(F)F)C